3-((R)-8-(quinolin-3-ylsulfonyl)-1-oxa-8-azaspiro[4.5]decan-3-ylamino)propan-2-ol N1=CC(=CC2=CC=CC=C12)S(=O)(=O)N1CCC2(C[C@H](CO2)NCC(C)O)CC1